C(C1=CC=CC=C1)(=O)O[C@H]1[C@@H](O[C@@H]([C@H]1OC(C1=CC=CC=C1)=O)COC(C1=CC=CC=C1)=O)C=1N=CC2=C(N1)NC=C2 2,3,5-tri-O-benzoyl-β-ribofuranosyl-7H-pyrrolo[2,3-d]pyrimidine